Cl.ClC1=C(C=CC(=C1)Cl)C=1CCCC2=C(C1C1=C(C=C(C=C1)C=C1CN(C1)CCCF)C)C=CC(=C2)C(=O)O 8-(2,4-dichlorophenyl)-9-(4-((1-(3-fluoropropyl)azetidin-3-ylidene)methyl)-2-methylphenyl)-6,7-dihydro-5H-benzo[7]annulene-3-carboxylic acid hydrochloride